BrC1=CC=C(C=2N=C(OC21)N2CC1N(C(C2)C1)C(=O)OC(C)(C)C)O[Si](C)(C)C(C)(C)C tert-Butyl 3-(7-bromo-4-((tert-butyldimethylsilyl)oxy)benzo[d]oxazol-2-yl)-3,6-diazabicyclo[3.1.1]heptane-6-carboxylate